BrC1(C(N(C=2N=C(N=CC21)Cl)C2CC(CCCC2)O)=O)Br 5,5-dibromo-2-chloro-7-(3-hydroxycycloheptyl)-5,7-dihydro-6H-pyrrolo[2,3-d]pyrimidin-6-one